1-({3,4-difluoro-2-[(2-fluoro-4-iodophenyl)amino]phenyl}carbonyl)-3-({[2-(1-methylpyrrolidin-2-yl)ethyl]amino}methyl)azetidin-3-ol FC=1C(=C(C=CC1F)C(=O)N1CC(C1)(O)CNCCC1N(CCC1)C)NC1=C(C=C(C=C1)I)F